(R)-5-((3-aminopiperidin-1-yl)methyl)-N-(4-(4-morpholino-7H-pyrrolo[2,3-d]pyrimidin-6-yl)phenyl)imidazo[1,2-a]pyridine-7-carboxamide N[C@H]1CN(CCC1)CC1=CC(=CC=2N1C=CN2)C(=O)NC2=CC=C(C=C2)C2=CC1=C(N=CN=C1N1CCOCC1)N2